ClCC1=NC=2C(=NC=CC2)N1C[C@H]1OCC1 (S)-2-(chloromethyl)-3-(oxetan-2-ylmethyl)-3H-imidazo[4,5-b]Pyridine